C(C)C=1C(NC=2C=C(C=NC2C1)CN1CCN(CC1)C1=CC(=C(C(=O)N)C=C1)F)=O 4-(4-((7-ethyl-6-oxo-5,6-dihydro-1,5-naphthyridin-3-yl)methyl)piperazin-1-yl)-2-fluorobenzamide